C(CCCCCCCCC)(=O)[O-].CN(C1CC2=C(OC3=C2C=C(C=C3)[N-]C3=CC=CC2=CC=CC=C32)CC1)C(C)C N-(N-methyl-N-isopropyl-1,2,3,4-tetrahydro-2-amino-dibenzofur-8-yl)naphth-1-ylamide decanoate